(Z)-6-methyl-1-(4-(methylsulfonyl)phenyl)-3-((2-methylthiazol-5-yl)methylene)-2-oxoindoline-5-carbonitrile CC1=C(C=C2/C(/C(N(C2=C1)C1=CC=C(C=C1)S(=O)(=O)C)=O)=C/C1=CN=C(S1)C)C#N